2-(aminomethyl)-5-bromo-3-chlorophenol NCC1=C(C=C(C=C1Cl)Br)O